N-(3,4-dihydroxyphenylethyl)acrylamide OC=1C=C(C=CC1O)CCNC(C=C)=O